N-(3-(((3-cyano-6-(1-methyl-1H-pyrazol-4-yl)pyrazolo[1,5-a]pyridin-4-yl)oxy)methyl)-2,6-difluorophenyl)acrylamide C(#N)C=1C=NN2C1C(=CC(=C2)C=2C=NN(C2)C)OCC=2C(=C(C(=CC2)F)NC(C=C)=O)F